9,9'-((6-(4-(9H-carbazol-9-yl)phenyl)-4-(2-(2,6-dimethylpyridin-4-yl)phenyl)pyridine-2,5-diyl)bis(2,1-phenylene))bis(9H-carbazole-3-carbonitrile) C1=CC=CC=2C3=CC=CC=C3N(C12)C1=CC=C(C=C1)C1=C(C(=CC(=N1)C1=C(C=CC=C1)N1C2=CC=CC=C2C=2C=C(C=CC12)C#N)C1=C(C=CC=C1)C1=CC(=NC(=C1)C)C)C1=C(C=CC=C1)N1C2=CC=CC=C2C=2C=C(C=CC12)C#N